C(C)(=O)NCC1CCN(CC1)CC1=CC(=NC(=C1)C1=CC(=CC(=C1)Cl)Cl)OC=1N=CC(=NC1)N1CCN(CC1)C(=O)OC(C)(C)C tert-Butyl 4-(5-((4-((4-(acetamidomethyl)piperidin-1-yl)methyl)-6-(3,5-dichlorophenyl)pyridin-2-yl)oxy)pyrazin-2-yl)piperazine-1-carboxylate